10-((((1H-imidazol-2-yl)methyl)amino)methyl)-7-azaspiro[4.5]Decane-7-carboxylic acid tert-butyl ester C(C)(C)(C)OC(=O)N1CC2(CCCC2)C(CC1)CNCC=1NC=CN1